(2S)-N-((3S,6S,10aR)-8-ethoxy-3-((6-fluoro-1H-indol-3-yl)methyl)-5-oxo-decahydropyrrolo[1,2-a]azocine-6-yl)-2-(methylamino)propanamide C(C)OC1CC[C@@H]2N(C([C@H](C1)NC([C@H](C)NC)=O)=O)[C@@H](CC2)CC2=CNC1=CC(=CC=C21)F